IC=1C=C(C(=O)O)C=CC1C1(NC(NC1=O)=O)C 3-iodo-4-(4-methyl-2,5-dioxoimidazolidin-4-yl)benzoic acid